2-methoxy-3-(3-methoxypropoxy)-5H-spiro[1,7-naphthyridine-6,1'-cyclobutane] COC1=NC=2C=NC3(CCC3)CC2C=C1OCCCOC